C(C1=CC=CC=C1)NCCNC(C1=CC=CC=C1)(C1=CC=CC=C1)C1=CC=CC=C1 N-benzyl-N'-trityl-ethane-1,2-diamine